CC1=CNC2=NC=CC(=C21)N2CCSC(=C2)C(=O)OCC ethyl 4-(3-methyl-1H-pyrrolo[2,3-b]pyridin-4-yl)-3,4-dihydro-2H-1,4-thiazine-6-carboxylate